BrC1=CC(=C(N(S(N)(=O)=O)CC(=O)[O-])C(=C1)OCC1=CC=C(C=C1)OC)F 2-[4-bromo-2-fluoro-6-[(4-methoxyphenyl)methoxy]-N-sulfamoyl-anilino]acetate